FC(C(=O)O)(F)F.FC1=C(C=CC=C1)C=1N(C=C(C1)CNC)S(=O)(=O)C=1C=C(C=NC1)S 5-((2-(2-fluorophenyl)-4-((methylamino)methyl)-1H-pyrrol-1-yl)sulfonyl)pyridine-3-thiol trifluoroacetate salt